FC1=CC=C(C=C1)C(N1[C@H](CN(CC1)C1=CC(N(C2=CC=C(N=C12)C#N)C)=O)C(=O)NC1CC1)C1=CC=C(C=C1)F |r| racemic-1-(bis(4-fluorophenyl)methyl)-4-(6-cyano-1-methyl-2-oxo-1,2-dihydro-1,5-naphthyridin-4-yl)-N-cyclopropylpiperazine-2-carboxamide